(S)-N-((S)-benzo[d]oxazol-2-yl(3-chloro-4-fluoro-phenyl)methyl)-2-oxo-imidazolidine O1C(=NC2=C1C=CC=C2)[C@@H](N2C(NCC2)=O)C2=CC(=C(C=C2)F)Cl